potassium N-nitrosocyclohexyl-hydroxylamine salt N(=O)N(O)C1CCCCC1.[K]